OC=1N(N=C2CCC(CC12)C1=C(C=CC(=C1)C)S(=O)(=O)N)C1=NC=CC=C1 (3-hydroxy-2-(pyridin-2-yl)-4,5,6,7-tetrahydro-2H-indazol-5-yl)-4-methylbenzenesulfonamide